tert-butyl 3-{[(1S)-1-cyano-2-[4-(3-methyl-2-oxo-2,3-dihydro-1,3-benzoxazol-5-yl)phenyl]ethyl]carbamoyl}-6-hydroxyazocane-1-carboxylate C(#N)[C@H](CC1=CC=C(C=C1)C=1C=CC2=C(N(C(O2)=O)C)C1)NC(=O)C1CN(CCC(CC1)O)C(=O)OC(C)(C)C